FC=1C(=NC=CC1)CCN1CCC2(CN(C[C@@H](O2)C)C(C)C)CC1 (S)-9-(2-(3-fluoropyridin-2-yl)ethyl)-4-isopropyl-2-methyl-1-oxa-4,9-diazaspiro[5.5]undecane